(hydroxypropyl)-p-phenylenediamine OCCCNC1=CC=C(C=C1)N